OC=1C=C(CCC2=C(C(=O)N)C=CC(=C2)I)C=CC1O (3,4-dihydroxyphenethyl)-4-iodobenzamide